C(C)(C)(C)OC(=O)N(CCCN1C(C(=CC2=C1N=C(N=C2)SC)N2CCN(C1=C(C=CC=C21)C)C(=O)OCC2=CC=CC=C2)=O)C benzyl 4-[8-[3-[tert-butoxycarbonyl(methyl)amino]propyl]-2-methylsulfanyl-7-oxo-pyrido[2,3-d]pyrimidin-6-yl]-8-methyl-2,3-dihydroquinoxaline-1-carboxylate